(1R,2S,3R,5R)-3-[4-amino-2-chloro-5-(1,3-thiazol-2-yl)pyrrolo[2,3-d]pyrimidin-7-yl]-5-(1,2,3,6-tetrahydropyridin-4-yl)cyclopentane-1,2-diol NC=1C2=C(N=C(N1)Cl)N(C=C2C=2SC=CN2)[C@H]2[C@@H]([C@@H]([C@H](C2)C=2CCNCC2)O)O